FC1=C(C(=O)OC)C=C(C=C1C=1SC(=CN1)C)O[C@H](C)[C@H](C)O Methyl 2-fluoro-5-(((2R,3S)-3-hydroxybutan-2-yl)oxy)-3-(5-methylthiazol-2-yl)benzoate